N-(4-methyl-3-(7-(methylamino)-1,6-naphthyridin-3-yl)phenyl)-4-(trifluoromethyl)picolinamide tert-butyl-N-[[2-(3,4-dichlorobenzoyl)-4,5-dimethyl-benzoyl]amino]carbamate C(C)(C)(C)OC(NNC(C1=C(C=C(C(=C1)C)C)C(C1=CC(=C(C=C1)Cl)Cl)=O)=O)=O.CC1=C(C=C(C=C1)NC(C1=NC=CC(=C1)C(F)(F)F)=O)C=1C=NC2=CC(=NC=C2C1)NC